O[C@@H]1C[C@H](N(C1)C(=O)[C@H](C(C)(C)C)NC(CN1CCN(CC1)CCCCCNC([O-])=O)=O)C(NCC1=CC=C(C=C1)C1=C(N=CS1)C)=O [5-[4-[2-[[(1s)-1-[(2s,4R)-4-hydroxy-2-[[4-(4-methylthiazol-5-yl)phenyl]methylcarbamoyl]pyrrolidine-1-carbonyl]-2,2-dimethyl-propyl]amino]-2-oxo-ethyl]piperazin-1-yl]pentyl]carbamate